NC1=C2N=CN(C2=NC=N1)C[C@@H](C)OC[P@@](=O)(NC(C(OCCCCC)=O)(C)C)N[C@@H](CC(=O)OC(C)C)C isopropyl (3R)-3-(((S)-((((R)-1-(6-amino-9H-purin-9-yl)propan-2-yl)oxy)methyl)((2-methyl-1-oxo-1-(pentyloxy)propan-2-yl)amino)phosphoryl)amino)-butanoate